C1(CCCCC1)P(C1=CC=CC=C1)C1=CC=CC=C1 cyclohexyldiphenylphosphorus